C12(CC(C1)C2)NC(=O)C2=C(C(=NC=C2)Cl)Cl N-{bicyclo[1.1.1]Pentan-1-yl}-2,3-dichloropyridine-4-carboxamide